NC=1N=C(C2=CC=CC=C2C1)C1=C(C=C2C(=NC=NC2=C1F)N1CCN(CC1)C(C=C)=O)Cl (S)-1-(4-(7-(3-aminoisoquinolin-1-yl)-6-chloro-8-fluoroquinazolin-4-yl)piperazin-1-yl)prop-2-en-1-one